manganous manganite [Mn](=O)([O-])[O-].[Mn+2]